C1(CCCCC1)[C@@H](C(=O)NC=1C=C2CC(CC2=CC1)(N1C(N[C@@H](C1)CC=1SC=CC1)=O)C(NC)=O)NC(=O)C1=CC=NN1C N-((1S)-1-cyclohexyl-2-((2-(methylcarbamoyl)-2-((R)-2-oxo-4-(thiophen-2-ylmethyl)imidazolidin-1-yl)-2,3-dihydro-1H-inden-5-yl)amino)-2-oxoethyl)-1-methyl-1H-pyrazole-5-carboxamide